p-methoxybenzylamine COC1=CC=C(C=C1)CN